C(C1=CC=CC=C1)OC(=O)NCCOC=1C=C(C=CC1)C[C@H](C(=O)OC(C)(C)C)[C@@H]1CN(CC1)C(=O)OC(C)(C)C tert-butyl (R)-3-((S)-3-(3-(2-(((benzyloxy)carbonyl)amino) ethoxy)phenyl)-1-(tert-butoxy)-1-oxopropan-2-yl)pyrrolidine-1-carboxylate